4-(2-amino-4-bromo-N-methyl-anilino)-4-oxo-butyric acid ethyl ester C(C)OC(CCC(=O)N(C1=C(C=C(C=C1)Br)N)C)=O